C1CCC12CCN(CC2)C(=O)N 7-azaspiro[3.5]nonane-7-carboxamide